2H-1,2,3-triazole-4-carboxylic acid methyl ester COC(=O)C1=NNN=C1